C1(CCCCC1)NC(=O)C=1C=CC2=C(NC(=N2)C2=CC(=CC=C2)NC2=CC=C(C=C2)C=2N=NC=CC2)C1 N-cyclohexyl-2-(3-((4-(pyridazin-3-yl)phenyl)amino)phenyl)-1H-benzo[d]imidazol-6-carboxamide